3-(3-bromo-2-hydroxy-5-methylbenzoyl)octahydro-4H-quinolin-4-one BrC=1C(=C(C(=O)C2CNC3CCCCC3C2=O)C=C(C1)C)O